COC1=C(CNC(=O)C2=CC=3C(=NC(=CC3)C=3C=NNC3C)N2)C(=CC=C1)OC N-(2,6-dimethoxybenzyl)-6-(5-methyl-1H-pyrazol-4-yl)-1H-pyrrolo[2,3-b]pyridine-2-carboxamide